FC1(CCN(CC1)C1=CC(=CC(=N1)NC(=O)C1=C(C=C(C=C1)NS(=O)(=O)CC(=O)OCC)N1CC[Si](CC1)(C)C)C)F Ethyl 2-(N-(4-((6-(4,4-difluoropiperidin-1-yl)-4-methylpyridin-2-yl)carbamoyl)-3-(4,4-dimethyl-1,4-azasilinan-1-yl)phenyl)sulfamoyl)acetate